[(6,6'-bis(naphthalen-2-yl)[1,1'-binaphthalene]-2,2'-diyl)bis{oxy[3-(naphthalen-2-yl)-4,1-phenylene]}]dimethanol C1=C(C=CC2=CC=CC=C12)C=1C=C2C=CC(=C(C2=CC1)C1=C(C=CC2=CC(=CC=C12)C1=CC2=CC=CC=C2C=C1)OC1=C(C=C(C=C1)CO)C1=CC2=CC=CC=C2C=C1)OC1=C(C=C(C=C1)CO)C1=CC2=CC=CC=C2C=C1